BrC1=CC(=C(C=C1)O)CC 4-bromo-2-ethyl-Phenol